[C-]#N.C(CCCCC)[N+]1=CC(=CC=C1)CCCC 1-Hexyl-3-butylpyridinium cyanid